ClC1=C(OC2=CCN(C(=C2)C(F)(F)F)C2=CC(=CC=C2)S(=O)C)C=CC(=C1)OC(F)(F)F 4-[2-chloro-4-(trifluoromethoxy)phenoxy]-N-(3-methylsulfinyl-phenyl)-6-(trifluoromethyl)pyridine